S(=O)(=O)(O)O.ClC1=CC(=C(C=C1)NCC)CN(CC=1SC(=CC1)Br)C(C1=C(C=CC=C1)Cl)=O N-(4-chloro-2-((2-chloro-N-((5-bromothiophen-2-yl)methyl)benzoylamino)methyl)phenyl)-N-ethyl-ammonia sulfate